8-chloro-1-(2,6-dichlorophenyl)-5-(2,3-dihydroxypropyl)-2-methyl-1,6-naphthyridine ClC=1C=NC(=C2C=CC(N(C12)C1=C(C=CC=C1Cl)Cl)C)CC(CO)O